N4-(4-chloro-3-fluorophenyl)-2-methyl-N1-((3-(morpholinomethyl)oxetan-3-yl)methyl)benzene-1,4-diamine ClC1=C(C=C(C=C1)NC1=CC(=C(C=C1)NCC1(COC1)CN1CCOCC1)C)F